C(C)(C)(C)OC(=O)N1C2(C(N(C2C)[C@H](C(N2CCCC2)=O)[C@@H](C)O)=O)CCC1C tert-butyl-2-((2S,3R)-3-hydroxy-1-oxo-1-(pyrrolidin-1-yl) butan-2-yl)-1,6-dimethyl-3-oxo-2,5-diazaspiro[3.4]octane-5-carboxylate